ethyl-pyridone Phenethylcyanoacetat C(CC1=CC=CC=C1)C(C(=O)O)C#N.C(C)C=1C(NC=CC1)=O